BrC=1C=C(C=CC1)C1(CC(C1)C)C(=O)O 1-(3-bromophenyl)-3-methylcyclobutane-1-carboxylic acid